C(C)OC(=O)C1(CN=C(O1)NC1=C2CCCC2=CC=2CCCC12)C1=NC=CC=C1 2-((1,2,3,5,6,7-hexahydro-s-indacen-4-yl)amino)-5-(pyridine-2-yl)-4,5-dihydrooxazole-5-carboxylic acid ethyl ester